2-(2-(cyclopropanesulfonamido)pyrimidin-4-yl)-N-(5-(6-cyclopropylpyrazin-2-yl)pyridin-2-yl)butanamide C1(CC1)S(=O)(=O)NC1=NC=CC(=N1)C(C(=O)NC1=NC=C(C=C1)C1=NC(=CN=C1)C1CC1)CC